ClC1=C(C(=O)NC(C(=O)O)CCN(CCCCC2=NC=3NCCCC3C=C2)CC2=CC=C(C=C2)F)C=CC=C1F 2-[(2-chloro-3-fluoro-benzoyl)amino]-4-[(4-fluorophenyl)methyl-[4-(5,6,7,8-tetrahydro-1,8-naphthyridin-2-yl)butyl]amino]butanoic acid